1-[5-tert-butyl-2-cyclopropyl-2H-pyrazol-3-yl]-3-[4-(2-(2-methylaminopyrimidin-4-yl)ethoxy)naphthalen-1-yl]-urea C(C)(C)(C)C=1C=C(N(N1)C1CC1)NC(=O)NC1=CC=C(C2=CC=CC=C12)OCCC1=NC(=NC=C1)NC